cresyl-(cresol) C1(=CC=C(C=C1)C)C1=C(C(=CC=C1)O)C